3-(4-(aminomethyl)phenyl)-6-((1-(2-chloro-4-(5-methylfuran-2-yl)benzyl)-4-hydroxypiperidin-4-yl)methyl)-2-methyl-2,6-dihydro-7H-pyrazolo[4,3-d]pyrimidin-7-one dihydrochloride Cl.Cl.NCC1=CC=C(C=C1)C=1N(N=C2C1N=CN(C2=O)CC2(CCN(CC2)CC2=C(C=C(C=C2)C=2OC(=CC2)C)Cl)O)C